CC1=CC=C(C=C1)S(=O)(=O)OC[C@H](COCOCC[Si](C)(C)C)O (S)-2-Hydroxy-3-((2-(trimethylsilyl)ethoxy)methoxy)propyl 4-methylbenzenesulfonate